NC=1C2=C(N=CN1)N(C=C2C=2C(=C(C=CC2)NS(=O)(=O)C2=C(C=C(C(=C2)F)Br)F)F)C N-[3-(4-amino-7-methyl-7H-pyrrolo[2,3-d]pyrimidin-5-yl)-2-fluoro-phenyl]-4-bromo-2,5-difluoro-benzenesulfonamide